7'-(2-methyl-4-(4H-1,2,4-triazol-3-yl)phenyl)-1'-((tetrahydro-2H-pyran-4-yl)methyl)-1'H-spiro[cyclopentane-1,2'-pyrazino[2,3-b]pyrazin]-3'(4'H)-one CC1=C(C=CC(=C1)C1=NN=CN1)C1=CN=C2C(=N1)N(C1(C(N2)=O)CCCC1)CC1CCOCC1